C(CCCCCCCCCCC)OC(\C=C\C1=CC(=C(C=C1)O)OC)=O dodecyl-(2E)-3-(4-hydroxy-3-methoxyphenyl)prop-2-enoate